ClC1=C(C=CC=C1)COC=1C(C=C(OC1)CN1CC2=CC=CC=C2CC1)=O 5-[(2-chlorophenyl)methoxy]-2-[(3,4-dihydro-2(1H)-isoquinolinyl)methyl]-4H-pyran-4-one